COC1=CC(=CC2=CN(CN=C12)NC1(CCCC1)CNCCOC)C1=C(C=CC=C1)C1C(C=2C=CC=C(C2C1)S(=O)(=O)N)O 8-methoxy-2-([(1R,3R)-3-([(2-methoxyethyl)amino]methylcyclopentyl)aminoquinazolin-6-yl]phenyl)-1-hydroxy-2,3-dihydro-1H-indene-4-sulfonamide